IC1=CC(=NC=C1)NC(N(C1CC2(CN(C2)C(=O)C2=C3N(N=C2)C=CN3C)C1)C)=O 3-(4-iodopyridin-2-yl)-1-methyl-1-(2-(1-methyl-1H-imidazo[1,2-b]pyrazole-7-carbonyl)-2-azaspiro[3.3]heptan-6-yl)urea